C1(CCCCC1)N(CCCCN1N=CC=C(C1=O)C1=CC=CC=C1)CC 2-{4-[cyclohexyl-(ethyl)amino]butyl}-4-phenyl-2,3-dihydropyridazin-3-one